3-((6-chloro-2-cyano-1-(1-methyl-1H-pyrazol-4-yl)-1H-indol-3-yl)thio)benzoic acid ClC1=CC=C2C(=C(N(C2=C1)C=1C=NN(C1)C)C#N)SC=1C=C(C(=O)O)C=CC1